Methyl 2-[[(2S)-2-[(4-methoxy-1H-indole-2-carbonyl)amino]-4-methyl-pentanoyl]amino]-3-(2-oxo-3,4-dihydro-1H-quinolin-4-yl)propanoate COC1=C2C=C(NC2=CC=C1)C(=O)N[C@H](C(=O)NC(C(=O)OC)CC1CC(NC2=CC=CC=C12)=O)CC(C)C